ClC1=NC(=C(C(=N1)Cl)C1=CC=CC=C1)C1=CC=CC=C1 2,4-dichloro-5,6-diphenyl-pyrimidine